O\N=C/1\CN(CCC1)C(=O)OCC1=CC=CC=C1 benzyl (3E)-3-hydroxyiminopiperidine-1-carboxylate